1-((2-(Trimethylsilyl)ethoxy)methyl)-5-(6-aminopyrimidin-4-ylamino)-6-methoxyindazole C[Si](CCOCN1N=CC2=CC(=C(C=C12)OC)NC1=NC=NC(=C1)N)(C)C